(R)-4,4-difluoro-2-(1H-pyrazol-4-yl)-7-((R)-tetrahydrofuran-2-yl)-4,5,7,8-tetrahydro-3H-1-thia-5a,8-diazabenzo[cd]azulen-9(6H)-one FC1(CN2C=3C(=C(SC3C(N[C@H](C2)[C@@H]2OCCC2)=O)C=2C=NNC2)C1)F